O1N=CC2=C1C=CC(=C2)CNC([O-])=O 5-Benzisoxazolylmethylcarbamate